[4-[([2-[(tert-butyldiphenylsilyl)oxy]ethyl](methyl)amino)methyl]phenyl]methanol [Si](C1=CC=CC=C1)(C1=CC=CC=C1)(C(C)(C)C)OCCN(C)CC1=CC=C(C=C1)CO